(R)-4-(1-methyl-1H-pyrazol-5-yl)-N-(1-methyl-1H-pyrrolo[2,3-c]pyridin-7-yl)-N-(piperidin-3-yl)piperidine-1-carboxamide CN1N=CC=C1C1CCN(CC1)C(=O)N([C@H]1CNCCC1)C=1N=CC=C2C1N(C=C2)C